FC(C(=O)O)(F)F.FC(C(=O)O)(F)F.FC(C(=O)O)C=O 2-fluoro-3-oxopropanoic acid ditrifluoroacetate